C(C)(C)(C)C1=CC=C(C=C1)S(=O)(=O)C=1C(=C(N(C1C)CCCOC1=CC(=C(C(=C1)C)Cl)C)C(=O)O)C 4-((4-(tert-butyl)phenyl)sulfonyl)-1-(3-(4-chloro-3,5-dimethylphenoxy)propyl)-3,5-dimethyl-1H-pyrrole-2-carboxylic acid